The molecule is an organic triphosphate formed by condensation between the gamma-phospho group of adenosine 5'-triphosphate and ethanol. It derives from an ethanol and an ATP. CCOP(=O)(O)OP(=O)(O)OP(=O)(O)OC[C@@H]1[C@H]([C@H]([C@@H](O1)N2C=NC3=C(N=CN=C32)N)O)O